1,6,7,8,9,9a-hexahydropyrazino[2,1-c][1,4]oxazin-4-one C1OCC(N2C1CNCC2)=O